3-(4-((3-aminopropyl)(methyl)amino)-1-oxoisoindolin-2-yl)piperidine-2,6-dione NCCCN(C1=C2CN(C(C2=CC=C1)=O)C1C(NC(CC1)=O)=O)C